COC=1C=C(C=CC1OC)C=1NC2=CC=C(C=C2C1C(C)C)C1=CC(=CC=C1)N1CCN(CC1)CC(C)C 2-(3,4-dimethoxyphenyl)-5-(3-(4-isobutylpiperazin-1-yl)phenyl)-3-isopropyl-1H-indole